4-(5-(4-fluorophenyl)pyrimidin-2-yl)morpholine 4-formyl-5-methoxy-6-methyl-1,3-phenylenebis(4-methylbenzenesulfonate) C(=O)C1=C(C=C(C(=C1OC)C)C1=C(C=CC(=C1)C)S(=O)(=O)O)C1=C(C=CC(=C1)C)S(=O)(=O)O.FC1=CC=C(C=C1)C=1C=NC(=NC1)N1CCOCC1